C1(CCC1)N1C(COCC1)CNC1=C(C=C(C=C1)S(=O)(=O)NC(C1=C(C=CC=C1)OC=1C=C2C(=NC1)NC=C2)=O)[N+](=O)[O-] N-[(4-{[(4-cyclobutylmorpholin-3-yl)methyl]amino}-3-nitrophenyl)sulfonyl]-2-(1H-pyrrolo[2,3-b]pyridin-5-yloxy)benzamide